1-(1H-benzotriazol-1-yloxy)phenylmethylenepyrrolidinium hexachloroantimonate Cl[Sb-](Cl)(Cl)(Cl)(Cl)Cl.N1(N=NC2=C1C=CC=C2)OC2(CC=CC=C2)C=[N+]2CCCC2